CC(C#N)(C)N1CCN(CC1)C1=NC=CN=C1NC1=CC=C(C=C1)C(F)(F)F 2-methyl-2-(4-(3-((4-(trifluoromethyl)phenyl)amino)pyrazin-2-yl)piperazin-1-yl)propionitrile